O=C1NC(CCC1NC1=CC=C(CCN2CCN(CC2)CCC2CCN(CC2)C=2C=C3C(N(C(C3=CC2)=O)[C@H](CS(=O)(=O)C)C2=CC(=C(C=C2)OC)OCC)=O)C=C1)=O 5-(4-(2-(4-(4-((2,6-Dioxopiperidin-3-yl)amino)phenethyl)piperazin-1-yl)ethyl)-piperidin-1-yl)-2-((S)-1-(3-ethoxy-4-methoxyphenyl)-2-(methylsulfonyl)ethyl)isoindoline-1,3-dione